The molecule is an amino oligosaccharide that is a branched tridecasaccharide in which two alpha-D-GalNAc-(1->3)-[alpha-L-Fuc-(1->2)]-beta-D-Gal-(1->4)-beta-D-GlcNAc-(1->2)-alpha-D-Man pentasaccharide units are linked (1->3) and (1->6) to the mannoose residue of a beta-D-Man-(1->4)-beta-D-GlcNAc-(1->4)-beta-D-GlcNAc trisaccharide chain. It has a role as an epitope. It is a galactosamine oligosaccharide, a glucosamine oligosaccharide and an amino oligosaccharide. C[C@H]1[C@H]([C@H]([C@@H]([C@@H](O1)O[C@@H]2[C@H]([C@H]([C@H](O[C@H]2O[C@@H]3[C@H](O[C@H]([C@@H]([C@H]3O)NC(=O)C)O[C@H]4[C@H]([C@@H]([C@H](O[C@@H]4OC[C@@H]5[C@H]([C@@H]([C@@H]([C@@H](O5)O[C@@H]6[C@H](O[C@H]([C@@H]([C@H]6O)NC(=O)C)O[C@@H]7[C@H](O[C@H]([C@@H]([C@H]7O)NC(=O)C)O)CO)CO)O)O[C@@H]8[C@H]([C@H]([C@@H]([C@H](O8)CO)O)O)O[C@H]9[C@@H]([C@H]([C@@H]([C@H](O9)CO)O[C@H]1[C@@H]([C@H]([C@H]([C@H](O1)CO)O)O[C@@H]1[C@@H]([C@H]([C@H]([C@H](O1)CO)O)O)NC(=O)C)O[C@H]1[C@H]([C@@H]([C@@H]([C@@H](O1)C)O)O)O)O)NC(=O)C)O)CO)O)O)CO)CO)O)O[C@@H]1[C@@H]([C@H]([C@H]([C@H](O1)CO)O)O)NC(=O)C)O)O)O